FC1=CC=C(C=C1)N1CCN(CC1)CC1=CC=C(COC=2C=CC=C3C(N(NC23)C2C(NC(CC2)=O)=O)=O)C=C1 3-(7-((4-((4-(4-fluorophenyl)piperazin-1-yl)methyl)benzyl)oxy)-3-oxo-1,3-dihydro-2H-indazol-2-yl)piperidine-2,6-dione